dihydro-8H-pyrido[1,6-a:2,3-d']dipyrimidine N1CN=CC2=C1N1C(=NCC=C1)C=C2